(R)-1-((1H-indol-3-yl)methyl)-7-ethoxy-6-methoxy-2-(2-(methylsulfonyl)ethyl)-1,2,3,4-tetrahydroisoquinoline N1C=C(C2=CC=CC=C12)C[C@H]1N(CCC2=CC(=C(C=C12)OCC)OC)CCS(=O)(=O)C